ON=C(C1=CC(=CC=C1)I)Cl N-Hydroxy-3-iodobenzimidoyl chloride